CC1NC(C2=CC(=CC(=C12)S(=O)(=O)C)B(O)O)=O (1-methyl-7-(methylsulfonyl)-3-oxoisoindolin-5-yl)boronic acid